3-bromo-1-methyl-4-(tri-fluoromethyl)-pyrazole BrC1=NN(C=C1C(F)(F)F)C